P(=S)(OOC(C=C)=O)(OCCC)[O-] acryloyloxy propyl thiophosphate